2-chloro-1-[3-[4-[(1S)-1,2-dihydroxyethyl]-1-[4-(trifluoromethoxy)phenyl]pyrazolo[3,4-b]pyridin-3-yl]azetidin-1-yl]prop-2-en-1-one ClC(C(=O)N1CC(C1)C1=NN(C2=NC=CC(=C21)[C@@H](CO)O)C2=CC=C(C=C2)OC(F)(F)F)=C